BrC=1SC(=C(N1)C1=C(C=CC=C1C)OC(C)C)C1=CC(=CC(=C1)F)OCCC(C)(C)C 2-bromo-5-(3-(3,3-dimethylbutoxy)-5-fluorophenyl)-4-(2-isopropoxy-6-methylphenyl)thiazole